(R)-4-chloro-2-((3-chloro-2-hydroxypropyl)amino)phenol ClC1=CC(=C(C=C1)O)NC[C@H](CCl)O